bromomaleic acid diethyl ester C(C)OC(\C(=C/C(=O)OCC)\Br)=O